2-(2-((7-amino-2-phenyl-1H-indol-5-yl)methoxy)ethoxy)ethan-1-ol NC=1C=C(C=C2C=C(NC12)C1=CC=CC=C1)COCCOCCO